ClC1=NC=CC(=C1)NC1(CC1)CCO 2-(1-((2-chloropyridin-4-yl)amino)cyclopropyl)ethane-1-ol